N-(5-(3-fluorobenzyl)pyridin-2-yl)pyridazine-4-carboxamide FC=1C=C(CC=2C=CC(=NC2)NC(=O)C2=CN=NC=C2)C=CC1